7-(isoxazol-4-yl)-N-(3-((methylsulfonyl)methyl)phenyl)quinazolin-2-amine O1N=CC(=C1)C1=CC=C2C=NC(=NC2=C1)NC1=CC(=CC=C1)CS(=O)(=O)C